C(=CC)C1=NN=CC2=CC=CC=C12 propenyl-phthalazine